O=C1NC(CCC1N1C(C2=CC=C(C=C2C1=O)NCCCCCCNC(C)=O)=O)=O N-(6-((2-(2,6-dioxopiperidin-3-yl)-1,3-dioxoisoindolin-5-yl)amino)hexyl)acetamide